C(SCC1=CC=C(C=C1)C(=O)OCCO)(SCC1=CC=C(C=C1)C(=O)OCCO)=S bis[4-(2-hydroxyethoxycarbonyl)benzyl] trithiocarbonate